C(CCC)SC=C(C1=CC=CC=C1)C1=CC=CC=C1 butyl(2,2-diphenylvinyl)sulfane